(S)-2-[2-(2,3-Dihydro-benzo[1,4]dioxin-5-yl)-6-methoxy-pyridin-4-ylcarbamoyl]-morpholine-4-carboxylic acid tert-butyl ester C(C)(C)(C)OC(=O)N1C[C@H](OCC1)C(NC1=CC(=NC(=C1)OC)C1=CC=CC=2OCCOC21)=O